2-methyl-2-(trifluoromethyl)-4-(trifluoromethylsulfonyloxy)-3H-furan-5-carboxylic acid ethyl ester C(C)OC(=O)C1=C(CC(O1)(C(F)(F)F)C)OS(=O)(=O)C(F)(F)F